BrCC=1C2=C(C(NN1)=O)C=NC(=C2)Cl 1-(bromomethyl)-7-chloropyrido[3,4-d]pyridazin-4(3H)-one